NC=1C=NN(C1)CC(=O)N(CCOC1=CC=C(C=C1)C)C 2-(4-amino-1H-pyrazol-1-yl)-N-methyl-N-(2-(p-tolyloxy)ethyl)acetamide